ClC1=C(NC2=NN(C=3C2=NC=C(C3)C=N[C@H](C(=O)O)C)C)C=CC=C1C1=CC=CC=C1 (S)-2-((3-(2-chloro-3-phenylanilino)-1-methylpyrazolo[4,5-b]pyridin-6-ylmethylene)amino)-propionic acid